FC1=CC(=CC=2NC(=NC21)C2=CC(=CN2)C(=O)C2=C(C=CC=C2)C(F)(F)F)N2C[C@H](CC2)OC (S)-(5-(4-fluoro-6-(3-methoxypyrrolidin-1-yl)-1H-benzo[d]imidazol-2-yl)-1H-pyrrol-3-yl)(2-(trifluoromethyl)phenyl)methanone